(1S,3S)-3-((2-(5-Chloro-3-((((4-nitrophenoxy)carbonyl)oxy)methyl)thiophen-2-yl)-4-methyl pyrimidin-5-yl)oxy)cyclohexane-1-carboxylate ClC1=CC(=C(S1)C1=NC=C(C(=N1)C)O[C@@H]1C[C@H](CCC1)C(=O)[O-])COC(=O)OC1=CC=C(C=C1)[N+](=O)[O-]